2-mercaptothiazole SC=1SC=CN1